N-(4-fluorobenzyl)-2-(5-(trifluoromethyl)-1,2,4-oxadiazol-3-yl)-4,7-dihydrothieno[2,3-c]pyridine-6(5H)-carboxamide FC1=CC=C(CNC(=O)N2CC3=C(CC2)C=C(S3)C3=NOC(=N3)C(F)(F)F)C=C1